N1CC(C1)OC1=CC(=C(C(=C1)F)[C@H]1N([C@@H](CC=2C3=CC=CC=C3NC12)C)CC(C)(C)F)F (1r,3r)-1-[4-(azetidin-3-yloxy)-2,6-difluoro-phenyl]-2-(2-fluoro-2-methyl-propyl)-3-methyl-2,3,4,9-tetrahydro-1H-β-carboline